N(=[N+]=[N-])[C@H]1CC[C@@]2(C3CC[C@@]4(C(=CCC4C3CC=C2C1)N1C=NC(=C1)OC)C)C 1-((3S,10R,13S)-3-Azido-10,13-dimethyl-2,3,4,7,8,9,10,11,12,13,14,15-dodecahydro-1H-cyclopenta[a]phenanthren-17-yl)-4-methoxy-1H-imidazole